2-amino-6-(benzyloxy)-7-(2-(methylthio)ethyl)-7,9-dihydro-8H-purin-8-one NC1=NC(=C2N(C(NC2=N1)=O)CCSC)OCC1=CC=CC=C1